C(C)(=O)N1C(C(C=C1C1=CC=CC=C1)(CS(=O)(=O)C1=CC=C(C=C1)SC)C)=O 1-acetyl-3-methyl-3-((4-(methylthio)phenyl)sulfonyl)methyl-5-phenyl-1,3-dihydro-2H-pyrrole-2-one